C1(=CC=CC=C1)COC1=CC=C(NC(=O)C=2C=C(N(C2C)C)C2=C(C(=O)O)C=CC(=C2)C#N)C=C1 2-(4-[4-(Phenylmethoxy)anilino]carbonyl-1,5-dimethyl-1H-pyrrol-2-yl)-4-cyanobenzoic acid